FC=1C=C(C=C(C1)F)C=1N=C(C2=C(N1)OC(=C2C(=O)N)C)NC2(CC2)C (3,5-difluorophenyl)-6-methyl-4-[(1-methylcyclopropyl)amino]furo[2,3-d]pyrimidine-5-carboxamide